Quinazoline-3-carboxylate N=1CN(C=C2C=CC=CC12)C(=O)[O-]